N-tetradecyl-2-phenyl-3-hydroxyquinolin-4-one C(CCCCCCCCCCCCC)N1C(=C(C(C2=CC=CC=C12)=O)O)C1=CC=CC=C1